C(#N)C1(CC1)NS(=O)(=O)C=1C=C(C=2N(C1)C(=NC2)C=2SC(=NN2)C(F)F)N2CCC(CC2)COC N-(1-cyanocyclopropyl)-3-(5-(difluoromethyl)-1,3,4-thiadiazol-2-yl)-8-(4-(methoxymethyl)piperidin-yl)imidazo[1,5-a]pyridine-6-sulfonamide